C(CC)N(C(SC(N(CCC)CCC)=S)=S)CCC Tetrapropyl-Thiuram Monosulfide